hydroxystearyl alcohol OCCCCCCCCCCCCCCCCCCO